COC1=C2NC(C(NC2=C(C=C1)C)=O)(C)C 5-Methoxy-3,3,8-trimethyl-3,4-dihydro-1H-quinoxalin-2-one